CC=1C=C(\C=C/C2=C(C=CC3=CC=CC=C23)C=O)C=CC1 (Z)-1-(3-methylstyryl)-2-naphthaldehyde